FC(C(=O)F)(C(OC(F)(F)F)(F)F)F perfluoromethoxypropionyl fluoride